tert-butyl (26-(5-chloro-2-((4,4-dimethyl-3,4-dihydroquinolin-1(2H)-yl)sulfonyl)-4-(4,4,5,5-tetramethyl-1,3,2-dioxaborolan-2-yl)phenoxy)-3,6,9,12,15,18,21,24-octaoxahexacosyl)carbamate ClC=1C(=CC(=C(OCCOCCOCCOCCOCCOCCOCCOCCOCCNC(OC(C)(C)C)=O)C1)S(=O)(=O)N1CCC(C2=CC=CC=C12)(C)C)B1OC(C(O1)(C)C)(C)C